1-(((S)-2-(2-(benzofuran-6-carbonyl)-5,7-dichloro-1,2,3,4-tetrahydroisoquinoline-6-carboxamido)-3-(3-(methylsulfonyl)phenyl)propanoyl)oxy)ethyl 5-((R)-1,2-dithiolan-3-yl)pentanoate S1S[C@@H](CC1)CCCCC(=O)OC(C)OC([C@H](CC1=CC(=CC=C1)S(=O)(=O)C)NC(=O)C=1C(=C2CCN(CC2=CC1Cl)C(=O)C1=CC2=C(C=CO2)C=C1)Cl)=O